NC=1C(N=C(N(C1N)CC1=CC=C(C=C1)Cl)S)=O 5,6-diamino-1-(4-chlorobenzyl)-2-mercaptopyrimidin-4(1H)-one